1,2-bis(di-t-butylphosphino)xylene C(C)(C)(C)P(C1(C(C=CC=C1)(C)P(C(C)(C)C)C(C)(C)C)C)C(C)(C)C